FC1=C(C=C(C=C1)[C@H]1[C@@H](C1)C=1C=NC(=NC1)C1=NC=CC=N1)N1CC(C1)OC trans-5-(2-(4-Fluoro-3-(3-methoxyazetidin-1-yl)phenyl)cyclopropyl)-2,2'-bipyrimidine